methyl-1-benzyl-2-(pyridin-4-yl)-1H-benzo[d]Imidazole CC1=CC=CC=2N(C(=NC21)C2=CC=NC=C2)CC2=CC=CC=C2